sodium (E)-6,6'-(ethene-1,2-diyl)bis(3-(4-methoxybenzamido) benzenesulfonate) C(=C\C1=CC=C(C=C1S(=O)(=O)[O-])NC(C1=CC=C(C=C1)OC)=O)/C1=CC=C(C=C1S(=O)(=O)[O-])NC(C1=CC=C(C=C1)OC)=O.[Na+].[Na+]